5-(chloromethyl)-1,4-diethyl-1H-imidazole ClCC1=C(N=CN1CC)CC